5-chloro-N-[(1S)-4,4-difluoro-1-[2-(methylamino)-2-oxo-acetyl]pentyl]-4-fluoro-2-(4,4,4-trifluorobutanoylamino)benzamide ClC=1C(=CC(=C(C(=O)N[C@@H](CCC(C)(F)F)C(C(=O)NC)=O)C1)NC(CCC(F)(F)F)=O)F